FC1=C(C(=O)C2=CC=C(C(=O)N[C@H]3[C@@H](CNCCC3)NC(C3=CC=NC=C3)=O)C=C2)C(=CC=C1OC)O N-{(3R,4R)-4-[4-(2-fluoro-6-hydroxy-3-methoxy-benzoyl)-benzoylamino]-azepan-3-yl}-isonicotinamide